Decyl dodecyl carbonate C(OCCCCCCCCCC)(OCCCCCCCCCCCC)=O